[NH4+].[O-]C#N cyanate ammonium salt